8-(2,6-dimethylpyridin-4-yl)-3-(morpholinomethyl)-7-phenylimidazo[1,2-c]pyrimidin-5-amine CC1=NC(=CC(=C1)C=1C=2N(C(=NC1C1=CC=CC=C1)N)C(=CN2)CN2CCOCC2)C